N-(2-(4-(azidomethyl)piperidin-1-yl)ethyl)-4-(trifluoromethyl)benzenesulfonamide N(=[N+]=[N-])CC1CCN(CC1)CCNS(=O)(=O)C1=CC=C(C=C1)C(F)(F)F